3-((2,4-dioxotetrahydropyrimidin-1(2H)-yl)methyl)-4-methoxybenzoic acid O=C1N(CCC(N1)=O)CC=1C=C(C(=O)O)C=CC1OC